N-alpha-methyl-l-alanine hydrochloride C[C@@H](C(=O)O)NC.Cl